C(C(CCCCCCCC)=O)OOCC(CCCCCCCC)=O decanonyl peroxide